[7-[4-fluoro-2-(2-methoxyethoxy) phenyl]-6-(5-prop-2-enoyl-6,7-dihydro-4H-thiazolo[5,4-c]pyridin-2-yl) thieno[3,2-c]pyridin-4-yl] trifluoromethanesulfonate FC(S(=O)(=O)OC1=NC(=C(C2=C1C=CS2)C2=C(C=C(C=C2)F)OCCOC)C=2SC=1CN(CCC1N2)C(C=C)=O)(F)F